C(C1=CC=CC=C1)NC(=O)N(C1=CC=C(C=C1)C=1C=NN(C1)CCC(=O)N)[C@@H]1CC[C@H](CC1)NC1=NC=C(C=C1)C#N 3-(4-(4-((benzylcarbamoyl)(trans-4-((5-cyanopyridin-2-yl)amino)cyclohexyl)amino)phenyl)-1H-pyrazol-1-yl)propanamide